C1(CCC(N1OC(=O)C1=CC=C(C(SSC2=NC=CC=C2)C)C=C1)=O)=O 4-succinimidyl-oxycarbonyl-α-methyl-alpha-(2-pyridyldithio)-toluene